FC1(CC(C1)OC1=NC(=NC(=C1)NC1CCC(CC1)(F)F)N1N=C(C=C1)CO)F (1-(4-(3,3-difluorocyclobutoxy)-6-((4,4-difluorocyclohexyl)amino)pyrimidin-2-yl)-1H-pyrazol-3-yl)methanol